FC=1C(=NC(=NC1)N1CCC(CC1)C(=O)NC1(CN2CCC1CC2)C)C2=CC=C(C=C2)F 1-(5-fluoro-4-(4-fluorophenyl)pyrimidin-2-yl)-N-(3-methylquinuclidin-3-yl)piperidine-4-carboxamide